C(C)OC1=C(C=C2CCN([C@H](C2=C1)CCC1=CNC2=CC=C(C=C12)OC)S(=O)(=O)CC)OC (S)-7-ethoxy-6-methoxy-1-(2-(5-methoxy-1H-indol-3-yl)ethyl)-2-ethylsulfonyl-1,2,3,4-tetrahydroisoquinoline